C(C)(C)(C)C(C(=O)[O-])(C(=O)[O-])CCCC.[Ca+2] calcium 2-(tert-butyl)-2-butylmalonate